C1(=CC=CC=C1)C1=C(C2=C(OC3=C2C=CC=C3)C=C1)N (phenyldibenzofuranyl)amine